C(C)(C)(C)OC(=O)N1CC(CCC1)N=C(SC)NN 3-((hydrazino(methylthio)methylene)amino)piperidine-1-carboxylic acid tert-butyl ester